FC1(C(N(C2=C(N(C1)C(C)C)N=C(N=C2)NC=2C(=CC(=NC2)C(=O)OC)OC)C)=O)F methyl 5-((7,7-difluoro-9-isopropyl-5-methyl-6-oxo-8H-pyrimido[4,5-b][1,4]diazepin-2-yl)amino)-4-methoxy-pyridine-2-carboxylate